2,4,6-triisopropylbiphenyl C(C)(C)C1=C(C(=CC(=C1)C(C)C)C(C)C)C1=CC=CC=C1